COCCC(=O)NC=1C=C2C(=CC(=NC2=CC1)C1=CN=CS1)OCCOC 3-methoxy-N-(4-(2-methoxyethoxy)-2-(thiazol-5-yl)quinolin-6-yl)propanamide